(R)-4-(2-hydroxyethyl)-N-(4-methyl-3-((1-(naphthalen-1-yl)ethyl)carbamoyl)phenyl)piperazine-1-carboxamide OCCN1CCN(CC1)C(=O)NC1=CC(=C(C=C1)C)C(N[C@H](C)C1=CC=CC2=CC=CC=C12)=O